6-(tert-butyl)-3-methyl-1H-indole-2-carboxylic acid C(C)(C)(C)C1=CC=C2C(=C(NC2=C1)C(=O)O)C